(R)-N-((S)-1'-(5-((1-acetyl-3,3-difluoroindol-4-yl)sulfanyl)-6-amino-3-cyanopyrazin-2-yl)-1,3-dihydrospiro[indene-2,4'-piperidine]-1-yl)-2-methylpropane-2-sulfinamide C(C)(=O)N1CC(C2=C(C=CC=C12)SC=1N=C(C(=NC1N)N1CCC2(CC1)[C@@H](C1=CC=CC=C1C2)N[S@](=O)C(C)(C)C)C#N)(F)F